P(=O)(O)(O)O.S1C=CC=2C1=C1C=NNC1=CC2 6H-thieno[2,3-e]indazole phosphate